OC=1C(NC=NC1CCN1C(C=C(C=C1)C#CC1=CC=C(C=C1)CNC1COCC1)=O)=O 5-hydroxy-6-(2-(2-oxo-4-((4-(((tetrahydrofuran-3-yl)amino)methyl)phenyl)ethynyl)pyridin-1(2H)-yl)ethyl)pyrimidin-4(3H)-one